4-(3-(1-(4-methoxybenzyl)-4-methyl-7-(1H-pyrazol-3-yl)-1H-imidazo[4,5-d]thieno[3,2-b]pyridin-2-yl)propyl)morpholine COC1=CC=C(CN2C(=NC=3C2=C2C(=NC3C)C=C(S2)C2=NNC=C2)CCCN2CCOCC2)C=C1